N-cyclopentyl-N-methylpiperazine-1-carboxamide C1(CCCC1)N(C(=O)N1CCNCC1)C